5-amino-2H,5H,6H,7H-pyrrolo[1,2-c]pyrimidine-1,3-dione NC1CCN2C(NC(C=C21)=O)=O